CC1=NC2=CC=C(C=C2C(=C1)C(C)(C)O)B1OC(C(O1)(C)C)(C)C 2-(2-methyl-6-(4,4,5,5-tetramethyl-1,3,2-dioxaborolan-2-yl)quinolin-4-yl)propan-2-ol